ClC=1C=C(C(=NC1)C(=O)O)C#N 5-chloro-3-cyanopicolinic acid